C(C1=CC=CC=C1)(=O)C1=C(N=C(S1)N(C1=CC=C(C=C1)F)C(C(=O)N)C)C (N-(5-Benzoyl-4-methylthiazol-2-yl)-4-fluoroanilino)propanamid